5-[isopropyl(methyl)amino]-6-methyl-pyrazine C(C)(C)N(C=1N=CC=NC1C)C